N-(2-(4-(4-allylpiperazine-1-yl)piperidine-1-yl)-5-((6-((R)-3-(3-cyanophenyl)-isoxazolidine-2-yl)pyrimidine-4-yl)amino)-4-methoxyphenyl)acrylamide C(C=C)N1CCN(CC1)C1CCN(CC1)C1=C(C=C(C(=C1)OC)NC1=NC=NC(=C1)N1OCC[C@@H]1C1=CC(=CC=C1)C#N)NC(C=C)=O